NC1=CC(=C2CN(C(C2=C1)=O)[C@H]1C[C@@H](CC1)C(=O)NC1=CC(=C(C=C1)C)OC)C (1R,3R)-3-(6-amino-4-methyl-1-oxoisoindolin-2-yl)-N-(3-methoxy-4-methylphenyl)cyclopentanecarboxamide